6-bromo-7-chloro-4-[7-chloro-2-(oxan-2-yl)indazol-4-yl]-2-[(4-methoxyphenyl)methoxy]quinolin-3-amine BrC=1C=C2C(=C(C(=NC2=CC1Cl)OCC1=CC=C(C=C1)OC)N)C=1C2=CN(N=C2C(=CC1)Cl)C1OCCCC1